2,4-diphenyl-9H-carbazol C1(=CC=CC=C1)C1=CC=2NC3=CC=CC=C3C2C(=C1)C1=CC=CC=C1